C(C)(C)(C)OC(=O)N1CC(C(C2=CC=CC=C12)=O)(F)F 3,3-difluoro-4-oxo-2H-quinoline-1-carboxylic acid tert-butyl ester